C(C(O)C)(=O)[O-].[Zn+2].C(C(O)C)(=O)[O-] zinc(II) lactate